(4-(2-(methylthio)pyrimidin-5-yl)-1H-1,2,3-triazol-1-yl)hexanoic acid CSC1=NC=C(C=N1)C=1N=NN(C1)C(C(=O)O)CCCC